3-(6-Chloro-3-((1-(3-(2-methoxyethyl)-4,7-dimethyl-5-oxo-4,5-dihydro-3H-pyrazolo[3,4-c]isoquinolin-9-yl)ethyl)amino)pyridin-2-yl)-1,2,4-oxadiazol-5(4H)-one ClC1=CC=C(C(=N1)C1=NOC(N1)=O)NC(C)C=1C=2C3=C(N(C(C2C=C(C1)C)=O)C)N(N=C3)CCOC